[Cl-].C[N+]=1N=CN(C1)C 1,4-dimethyl-1,2,4-triazolium chloride